Ethyl (E)-3-(4-amino-6-methoxy pyridin-3-yl)acrylate NC1=C(C=NC(=C1)OC)/C=C/C(=O)OCC